1H-imidazole-2-carbonyl chloride N1C(=NC=C1)C(=O)Cl